FC1=NN2C(N=C(C=C2)C(C)O)=C1 1-(2-fluoropyrazolo[1,5-a]pyrimidin-5-yl)ethan-1-ol